C(C1=CC=CC=C1)N1N=C(N=C1)C(=O)N[C@@H]1C(N(C2=C(O[C@@H]1C)C=CC=N2)C)=O 1-benzyl-N-((2R,3S)-2,5-dimethyl-4-oxo-2,3,4,5-tetrahydropyrido[3,2-b][1,4]oxazepin-3-yl)-1H-1,2,4-triazole-3-carboxamide